N1C=NC2=NC=C(C=C21)C2=NC=C1NC(N(C1=N2)C2=C(C=CC=C2)OC)=O 2-(1H-Imidazo[4,5-b]pyridin-6-yl)-9-(2-methoxyphenyl)-8-oxo-8,9-dihydro-7H-purine